(3-nitro-5-(trifluoromethyl)phenyl)methanol [N+](=O)([O-])C=1C=C(C=C(C1)C(F)(F)F)CO